ClC=1C=C(C=CC1C(NCCN1CCNCC1)=O)NC(=O)C=1N(C(=CN1)C1=C(C(=C(C=C1)OCC#N)F)F)C N-[3-Chloro-4-(2-piperazin-1-ylethylcarbamoyl)phenyl]-5-[4-(cyanomethoxy)-2,3-difluorophenyl]-1-methylimidazol-2-carboxamid